3-[4-(azetidin-3-yl)phenyl]Tetrahydrothiophene 1,1-dioxide N1CC(C1)C1=CC=C(C=C1)C1CS(CC1)(=O)=O